1-(Cyclopropylmethyl)-3-hydroxyquinazoline-2,4(1H,3H)-dione C1(CC1)CN1C(N(C(C2=CC=CC=C12)=O)O)=O